4-bromo-1,1-dimethoxybutane BrCCCC(OC)OC